2-(5-(1-(2,6-dioxopiperidin-3-yl)-3-methyl-2-oxo-2,3-dihydro-1H-benzo[d]imidazol-5-yl)-2,5-diazabicyclo[2.2.2]octan-2-yl)acetic acid O=C1NC(CCC1N1C(N(C2=C1C=CC(=C2)N2C1CN(C(C2)CC1)CC(=O)O)C)=O)=O